tert-Butyl 5-(3-((5-(3-fluorophenyl)pyrimidin-2-yl)amino)benzamido)indoline-1-carboxylate FC=1C=C(C=CC1)C=1C=NC(=NC1)NC=1C=C(C(=O)NC=2C=C3CCN(C3=CC2)C(=O)OC(C)(C)C)C=CC1